diethylene glycol monotridecyl ether C(CCCCCCCCCCCC)OCCOCCO